C(CCC)NCCCC.P(=O)(OCC(CCCCC)CCC)(O)O 2-propyl-1-heptyl phosphate dibutylamine salt